C(CCCCCCC\C=C/CCC)=O (Z)-9-tridecenal